C(#N)C=1C(=NC=CC1)C=CC1=CC=CC=C1 cyanostyrylpyridine